tert-butyl (3R,4S)-4-((4-(1-(2-cyano-6-methylpyridin-3-yl)-1H-imidazol-4-yl)-5-(trifluoromethyl)pyrimidin-2-yl)amino)-3-methylpiperidine-1-carboxylate C(#N)C1=NC(=CC=C1N1C=NC(=C1)C1=NC(=NC=C1C(F)(F)F)N[C@@H]1[C@@H](CN(CC1)C(=O)OC(C)(C)C)C)C